ethyl 4-methyl-1H-pyrazole-5-carboxylate CC=1C=NNC1C(=O)OCC